CC(COC(NCCCCCCNC(OCC)=O)=O)(C)C Trimethyl-4,13-dioxo-3,14-dioxa-5,12-diaza-hexadecane